C(C)(C)(C)OC(=O)C1=CC=NC2=CC=C(C=C12)N1CCO[C@H](CC1)C (S)-6-(7-methyl-1,4-oxaazepan-4-yl)quinoline-4-carboxylic acid tert-butyl ester